Magnesium propylpropoxide C(CC)C([O-])CC.[Mg+2].C(CC)C([O-])CC